2,5,6-trichloro-1H-1,3-benzodiazole ClC1=NC2=C(N1)C=C(C(=C2)Cl)Cl